C(C)(C)(C)N=[Nb](N(CC)CC)(N(CC)CC)N(CC)CC (tert-butylimino)tris(diethylamino)niobium (V)